Racemic-tert-butyl N-(2-chloro-3-methyl-4,5,6,7-tetrahydrobenzothiophen-6-yl)-N-methyl-carbamate ClC=1SC2=C(C1C)CC[C@H](C2)N(C(OC(C)(C)C)=O)C |r|